ClC1=C(C(=O)O)C=CC=C1C1=C(C=NN1)F 2-Chloro-3-(4-fluoro-1H-pyrazol-5-yl)benzoic acid